(ethylamino)propan-1-one C(C)NC(CC)=O